4-(aminomethyl)-1-(3-(2-amino-5-cyanopyridin-4-yl)-1H-pyrazolo[3,4-b]pyrazin-6-yl)-4-methylpiperidine NCC1(CCN(CC1)C1=CN=C2C(=N1)NN=C2C2=CC(=NC=C2C#N)N)C